ClC=1C(=CC(=C(CC=2C(=NC(=NC2)NCC(C)C)N)C1)C(C)C)OC 5-(5-Chloro-2-isopropyl-4-methoxy-benzyl)-N*2*-isobutyl-pyrimidine-2,4-diamine